ClC1=NC=C(C(=C1)C1=C(C=NC(=C1)C)C(=O)NC=1SC=2C(=NC=C(N2)C2(CCOCC2)O)N1)OC 2'-chloro-N-(6-(4-hydroxytetrahydro-2H-pyran-4-yl)thiazolo[4,5-b]pyrazin-2-yl)-5'-methoxy-6-methyl-[4,4'-bipyridine]-3-carboxamide